ClC1=C(C(=C(C=C1OC[2H])OC[2H])Cl)C1=CC2=C(N=C(N=C2)SC)NC1=O 6-(2,6-dichloro-3,5-dideuteromethoxy-phenyl)-2-methylsulfanyl-8H-pyrido[2,3-d]pyrimidin-7-one